tert-Butyl N-[1-(4-amino-2-ethyl-5-methoxy-phenyl)-4-piperidyl]-N-ethyl-carbamate NC1=CC(=C(C=C1OC)N1CCC(CC1)N(C(OC(C)(C)C)=O)CC)CC